N1(CC=CC1)C(=O)[O-] 2,5-dihydropyrrole-1-carboxylate